BrC=1C=C(C=NC1)C=1C=C2CCC(N(C2=CC1)C)=O 6-(5-bromo-pyridin-3-yl)-1-methyl-3,4-dihydro-1H-quinolin-2-one